(3R)-3-amino-8-(2-fluorophenoxy)-1-methyl-7-(trifluoromethyl)-1,2,3,4-tetrahydroquinolin-2-one N[C@H]1C(N(C2=C(C(=CC=C2C1)C(F)(F)F)OC1=C(C=CC=C1)F)C)=O